CC1(CCC(CN1)NC1=NC=C(C(=N1)C1=CNC=2C(N(C=CC21)C=2C=NN(C2)C)=O)C(F)(F)F)C 3-{2-[(6,6-dimethylpiperidin-3-yl)amino]-5-(trifluoromethyl)pyrimidin-4-yl}-6-(1-methyl-1H-pyrazol-4-yl)-1H,6H,7H-pyrrolo[2,3-c]pyridin-7-one